4-(3,4-difluoro-5-(trifluoromethyl)phenyl)-1,4-dihydropyridine-3,5-dicarboxylic acid dimethyl ester COC(=O)C1=CNC=C(C1C1=CC(=C(C(=C1)C(F)(F)F)F)F)C(=O)OC